ClC=1C=2N(C3=CC(=CC=C3N1)C(=O)OC)C(=NC2)C methyl 4-chloro-1-methylimidazo[1,5-a]quinoxaline-8-carboxylate